FC1=C(OC2=C(C(=NC=C2)N)C=2C=NN(C2)C)C=CC(=C1)[N+](=O)[O-] 4-(2-fluoro-4-nitrophenoxy)-3-(1-methyl-1H-pyrazol-4-yl)pyridine-2-amine